(R)-2-(6-(1-((tert-butoxycarbonyl)amino)ethyl)-1-(2,2-difluorobut-3-en-1-yl)-5-fluoro-1H-indol-2-yl)-1-cyclopropyl-7-fluoro-1H-benzo[d]Imidazole-5-carboxylic acid methyl ester COC(=O)C1=CC2=C(N(C(=N2)C=2N(C3=CC(=C(C=C3C2)F)[C@@H](C)NC(=O)OC(C)(C)C)CC(C=C)(F)F)C2CC2)C(=C1)F